2-[4,10-bis(carboxymethyl)-7-[2-(2,5-dioxopyrrolidin-1-yl)oxy-2-oxoethyl]-1,4,7,10-tetraazacyclododec-1-yl]acetic acid C(=O)(O)CN1CCN(CCN(CCN(CC1)CC(=O)ON1C(CCC1=O)=O)CC(=O)O)CC(=O)O